[(4-iodobutyl)(methyl)amino]methane ICCCCN(C)C